C(N1N=CC(=C1)C=1C=C(C=CC1)C(N1CCC2(CC1)COC1=C3CN(C(C3=CC=C12)=O)[C@@H]1C(NC(CC1)=O)=O)([2H])[2H])([2H])([2H])[2H] (S)-3-(1'-((3-(1-(methyl-d3)-1H-pyrazol-4-yl)phenyl)methyl-d2)-6-oxo-6,8-dihydro-2H,7H-spiro[furo[2,3-e]isoindole-3,4'-piperidin]-7-yl)piperidine-2,6-dione